FC=1C=C(C=CC1)NC(OC1=CC=CC=C1)=O phenyl (3-fluorophenyl)carbamate